1,2-dipropylpiperidinium triflate [O-]S(=O)(=O)C(F)(F)F.C(CC)[NH+]1C(CCCC1)CCC